2-ethyl-3-methyl-1,5-hexanediol C(C)C(CO)C(CC(C)O)C